ClC=1C=CC2=C(OCCN(S2(=O)=O)C(C(=O)O)C(C)C2=C(C(=CC=C2F)C)C)C1C(C)(C)O 2-(7-chloro-6-(2-hydroxypropan-2-yl)-1,1-dioxido-3,4-dihydro-2H-benzo[b][1,4,5]oxathiazepin-2-yl)-3-(6-fluoro-2,3-dimethylphenyl)butanoic acid